(1R,3S)-3-((7-cyano-2-(3'-(3-(((R)-3-hydroxypyrrolidin-1-yl)methyl)-1,7-naphthyridin-8-ylamino)-2,2'-dimethyl-biphenyl-3-yl)benzo[d]oxazol-5-yl)methylamino)cyclopentane-carboxylic acid C(#N)C1=CC(=CC=2N=C(OC21)C=2C(=C(C=CC2)C2=C(C(=CC=C2)NC=2N=CC=C1C=C(C=NC21)CN2C[C@@H](CC2)O)C)C)CN[C@@H]2C[C@@H](CC2)C(=O)O